OC(C(=O)C1=CC=CC=C1)(CC1=CC=C(C=C1)C(=C)C)C 2-hydroxy-2-methyl-1-phenyl-3-(4-prop-1-en-2-ylphenyl)propan-1-one